{[(3-chloro-5-ethylphenyl)carbamoyl]amino}sulfonyl chloride ClC=1C=C(C=C(C1)CC)NC(=O)NS(=O)(=O)Cl